CCOC(=O)CC[C@]1([C@@H](CCC(=C)[C@@H]1CC[C@H]2C(=CC[C@H]([C@]2(C)CCC(=O)O)C(=C)C)C)C(=C)C)C The molecule is a triterpenoid that is the 3-ethyl ester of lansic acid. It has been isolated from the twigs of Lansium domesticum. It has a role as a plant metabolite and an antibacterial agent. It is a triterpenoid, an ethyl ester and a dicarboxylic acid monoester. It derives from a lansic acid.